(S)-1-(6,7-dichloro-1-methyl-1,3,4,5-tetrahydro-2H-pyrido[4,3-b]indol-2-yl)-2-hydroxyethan-1-one ClC1=C(C=CC=2C3=C(NC12)CCN([C@H]3C)C(CO)=O)Cl